2-(1-(4-(trifluoromethoxy)phenyl)ethyl)-10H-phenothiazine FC(OC1=CC=C(C=C1)C(C)C1=CC=2NC3=CC=CC=C3SC2C=C1)(F)F